Benzimidazole-5-carboxylic acid tert-butyl ester C(C)(C)(C)OC(=O)C1=CC2=C(N=CN2)C=C1